6-[2-methyl-5-[[(1S,5R)-3-oxa-9-azabicyclo[3.3.1]nonan-7-yl]oxy]-4-pyridyl]-N-(1-methylpyrazol-4-yl)imidazo[1,2-a]pyrazin-2-amine CC1=NC=C(C(=C1)C=1N=CC=2N(C1)C=C(N2)NC=2C=NN(C2)C)OC2C[C@@H]1COC[C@H](C2)N1